N,N-dimethylmethanamine sulfur [S].CN(C)C